2-(2,4-Diaminophenyl)-2-[4-(3-oxo-3-phenylprop-1-enyl)phenyl]octanedioic acid NC1=C(C=CC(=C1)N)C(C(=O)O)(CCCCCC(=O)O)C1=CC=C(C=C1)C=CC(C1=CC=CC=C1)=O